BrC1=C(C=C(C=C1)C#N)NC(C)=O N-(2-bromo-5-cyanophenyl)acetamide